3β-hydroxy-16α-methyl-21-[4-[2,6-bis(1-pyrrolidinyl)-4-pyrimidinyl]-1-piperazinyl]pregn-5-en-20-one O[C@@H]1CC2=CC[C@H]3[C@@H]4C[C@H]([C@H](C(CN5CCN(CC5)C5=NC(=NC(=C5)N5CCCC5)N5CCCC5)=O)[C@]4(CC[C@@H]3[C@]2(CC1)C)C)C